(Z)-hex-3-en-1-ylacetate C(C\C=C/CC)CC(=O)[O-]